N-(4-Cyclopropyl-2-pyridyl)-4-(4,4,5,5-tetramethyl-1,3,2-dioxaborolan-2-yl)benzamide C1(CC1)C1=CC(=NC=C1)NC(C1=CC=C(C=C1)B1OC(C(O1)(C)C)(C)C)=O